(S)-7-((R)-2-methyl-3-(4-(tert-pentyl)phenyl)propyl)-2-thia-7-azaspiro[4.4]nonane 2,2-dioxide C[C@@H](CN1C[C@@]2(CCS(C2)(=O)=O)CC1)CC1=CC=C(C=C1)C(C)(C)CC